OCC1(CCC1)NC=1C2=C(N=C(N1)N1CCC=3C=C(C=NC3C1)N1CCCC1)CC[S@]2=O (R)-4-((1-(hydroxymethyl)cyclobutyl)amino)-2-(3-(pyrrolidin-1-yl)-5,8-dihydro-1,7-naphthyridin-7(6H)-yl)-6,7-dihydrothieno[3,2-d]pyrimidine 5-oxide